C(CC)(=S)OCC(COC(CC)=S)(COC(CC)=S)COC(CC)=S Pentaerythritol tetrathiopropionate